C(C)C1CC(CC(C1)(CC)CC)N=C=O 3,5,5-triethylcyclohexylisocyanat